BrC=1C=C(C=C2CCCC(C12)O)F 8-bromo-6-fluoro-1,2,3,4-tetrahydronaphthalen-1-ol